FC1CN(CCC1C1=CC(=C(C=C1)C(=O)OC)OC)C(=O)OC(C)(C)C tert-Butyl 3-fluoro-4-(3-methoxy-4-methoxycarbonyl-phenyl)piperidine-1-carboxylate